FC(S(=O)(=O)[O-])(F)F.C(C1=CC=CC=C1)[SH+]CC1=CC=C(C=C1)OC(=O)OC benzyl-(4-((methoxycarbonyl)oxy)phenyl)methylsulfonium trifluoromethanesulfonate